C=1(C(=CC=C2C=C3C=CC=CC3=CC12)C(=O)O)C(=O)O.[Fr] Francium anthracenedicarboxylic acid